(S)-2-((4-((4-chlorobenzyl)oxy)benzyl)carbamoyl)pyrrolidine-1-ium ClC1=CC=C(COC2=CC=C(CNC(=O)[C@H]3[NH2+]CCC3)C=C2)C=C1